(1R,2S)-2-(methoxycarbonyl)cyclohexane-1-carboxylic acid COC(=O)[C@@H]1[C@@H](CCCC1)C(=O)O